BrC1=C(C(=C(C=C1F)NC(C)=O)N1C(=CC=C1)C)F N-(4-bromo-3,5-difluoro-2-(2-methyl-1H-pyrrol-1-yl)phenyl)acetamide